C1CN(CCC12CCNCC2)C(=O)C=2C=C(C=CC2)N2C(NC(CC2)=O)=O 1-(3-{3,9-diazaspiro[5.5]undecane-3-carbonyl}phenyl)-1,3-diazacyclohexane-2,4-dione